N(CCN)CCN 2,2'-iminobis(ethylamine)